5-(5-methoxypyridin-3-yl)-2-(1-methyl-1H-imidazol-5-yl)-1H-indole COC=1C=C(C=NC1)C=1C=C2C=C(NC2=CC1)C1=CN=CN1C